1-(2,3-difluorobenzyl)-4-(3-(2-methylpyridin-4-yl)-1H-indazol-5-yl)pyridin-2(1H)-one FC1=C(CN2C(C=C(C=C2)C=2C=C3C(=NNC3=CC2)C2=CC(=NC=C2)C)=O)C=CC=C1F